CN(C)[Si](CC)(CC)CC (dimethylamino)triethyl-silane